FC1(CCN(CC1)C1=NC(=CC(=N1)C1=CC(=NN1)C1=C(C=C(C=C1)NS(=O)(=O)CCO)N1CCC2(CC2)CC1)C)F N-(4-(5-(2-(4,4-difluoropiperidin-1-yl)-6-methylpyrimidin-4-yl)-1H-pyrazol-3-yl)-3-(6-azaspiro[2.5]octan-6-yl)phenyl)-2-hydroxyethane-1-sulfonamide